O[C@H](CNC(=O)C1=C(N(C2=NC=CC=C21)C)NC2=C(C=C(C=C2)I)F)CO (R)-N-(2,3-dihydroxypropyl)-2-((2-fluoro-4-iodophenyl)amino)-1-methyl-1H-pyrrolo[2,3-b]pyridine-3-carboxamide